FC1=CC(=NC=C1)C=1N=C(C2=C(N1)CCC2(C)C)N(CC(=O)NC=2C=NC(=CC2)C)C 2-[[2-(4-fluoropyridin-2-yl)-5,5-dimethyl-6H,7H-cyclopenta[d]pyrimidin-4-yl](methyl)amino]-N-(6-methylpyridin-3-yl)acetamide